{2-[(3S,5S,8R,9S,10S,13R,14S,17R)-17-((R)-1,5-dimethylhexyl)-10,13-dimethylhexadecahydrocyclopenta[a]phenanthrene-3-yloxy]ethyl}-ethane-1,2-diamine C[C@H](CCCC(C)C)[C@H]1CC[C@H]2[C@@H]3CC[C@H]4C[C@H](CC[C@@]4([C@H]3CC[C@]12C)C)OCCC(CN)N